1-dodecyl-3-octylimidazolium acetate C(C)(=O)[O-].C(CCCCCCCCCCC)N1C=[N+](C=C1)CCCCCCCC